CC1=NN(C=C1B1OC(C(O1)(C)C)(C)C)CC1=NC=CC=C1 2-[[3-methyl-4-(4,4,5,5-tetramethyl-1,3,2-dioxaborolan-2-yl)pyrazol-1-yl]methyl]pyridine